ethyl 2-(3-(7-bromo-1H-indol-5-yl)ureido)-5,6,7,8-tetrahydro-4H-cyclohepta[b]thiophene-3-carboxylate BrC=1C=C(C=C2C=CNC12)NC(NC1=C(C2=C(S1)CCCCC2)C(=O)OCC)=O